(S)-1'-((3-fluoro-4-oxo-4,5-dihydropyrrolo[1,2-a]quinoxalin-7-yl)methyl)-N,3'-dimethyl-1',2',3',6'-tetrahydro-[3,4'-bipyridine]-6-carboxamide FC=1C=CN2C1C(NC1=CC(=CC=C21)CN2C[C@H](C(=CC2)C=2C=NC(=CC2)C(=O)NC)C)=O